CN(CC(=O)N1CCN(CC1)C(=O)C1=C(C=C(C=C1)NC(=O)C=1N(C(=CN1)C=1C(=NC(=C(C1)F)N(C)C)F)C)C)C N-[4-[4-[2-(dimethylamino)acetyl]piperazine-1-carbonyl]-3-methyl-phenyl]-5-[6-(dimethylamino)-2,5-difluoro-3-pyridyl]-1-methyl-imidazole-2-carboxamide